rac-methyl (1S,2R,4R,6R)-6-((tert-butyldiphenylsilyl)oxy)bicyclo[2.2.1]heptane-2-carboxylate [Si](C1=CC=CC=C1)(C1=CC=CC=C1)(C(C)(C)C)O[C@@H]1C[C@H]2C[C@H]([C@@H]1C2)C(=O)OC |r|